(R)-6-(2-(4'-(tert-butyl)-[1,1'-biphenyl]-3-yl)-2-hydroxyacetyl)-2-(1-(3-chlorophenyl)cyclopropyl)-3,5,6,7,8,9-hexahydro-4H-pyrimido[5,4-c]azepin-4-one C(C)(C)(C)C1=CC=C(C=C1)C1=CC(=CC=C1)[C@H](C(=O)N1CC2=C(CCC1)N=C(NC2=O)C2(CC2)C2=CC(=CC=C2)Cl)O